ClC1=C2C=C(NC2=CC=C1F)C(=O)N1CC2(C1)CNCC2 (4-chloro-5-fluoro-1H-indol-2-yl)(2,6-diazaspiro[3.4]octan-2-yl)methanone